N-(2-(3-benzyl-4-(4-((7-(3-(dimethylamino)propanamido)-4-oxoquinazolin-3(4H)-yl)methyl)-4-hydroxypiperidine-1-carbonyl)-1H-pyrazol-1-yl)ethyl)-4-chloroquinoline-7-carboxamide C(C1=CC=CC=C1)C1=NN(C=C1C(=O)N1CCC(CC1)(O)CN1C=NC2=CC(=CC=C2C1=O)NC(CCN(C)C)=O)CCNC(=O)C1=CC=C2C(=CC=NC2=C1)Cl